C(CC)(=O)[O-].C(CCCCCCCCCCCCCCC)[NH+](CC)CC (hexadecyldiethylammonium) propionate